ClCC1=NC2=C(C=CC=C2C=C1)O 2-(chloromethyl)quinolin-8-ol